trans-decenoyl-CoA C(\C=C\CCCCCCC)(=O)SCCNC(CCNC([C@@H](C(COP(OP(OC[C@@H]1[C@H]([C@H]([C@@H](O1)N1C=NC=2C(N)=NC=NC12)O)OP(=O)(O)O)(=O)O)(=O)O)(C)C)O)=O)=O